BrC1=C(C=CC=C1CSC1=NC(=C(C(=N1)OC)CN1[C@@H](CCCC1)C(=O)O)OC)C1=CC=CC=C1 (S)-1-((2-(((2-bromo-[1,1'-biphenyl]-3-yl)methyl)thio)-4,6-dimethoxypyrimidin-5-yl)methyl)piperidine-2-carboxylic acid